COC(C1=CN=C(C=C1)NC(=S)NC(C1=CC=CC=C1)=O)=O 6-(3-benzoylthioureido)nicotinic acid methyl ester